4-(2-(4-(2-acetyl-5-chlorophenyl)-5-methoxy-2-oxopyridin-1(2H)-yl)-3-(4-(cyclopropanecarboxamido)phenyl)propionylamino)benzoic acid methyl ester COC(C1=CC=C(C=C1)NC(C(CC1=CC=C(C=C1)NC(=O)C1CC1)N1C(C=C(C(=C1)OC)C1=C(C=CC(=C1)Cl)C(C)=O)=O)=O)=O